pyridinyl-copper N1=C(C=CC=C1)[Cu]